(R)-2'-(2-ethoxypyridin-3-yl)-1-(3-methoxy-2-(trifluoromethyl)phenyl)-7'-(pyrrolidin-2-ylmethyl)-7',8'-dihydro-6'H-spiro[piperidine-4,5'-[1,7]naphthyridine] C(C)OC1=NC=CC=C1C1=NC=2CN(CC3(C2C=C1)CCN(CC3)C3=C(C(=CC=C3)OC)C(F)(F)F)C[C@@H]3NCCC3